C(C1=CC=CC=C1)N1CCP(CC1)=O 1-benzyl-1,4lambda5-azaphosphinan-4-one